2-(((9Z,12Z)-Octadeca-9,12-dien-1-yl)(octadecyl)amino)ethan-1-ol C(CCCCCCC\C=C/C\C=C/CCCCC)N(CCO)CCCCCCCCCCCCCCCCCC